5-(2-((7-cyclopropyl-1,2,3,4-tetrahydroisoquinolin-6-yl)amino)-5-(trifluoromethyl)pyrimidin-4-yl)thiophene-3-carboxamide C1(CC1)C1=C(C=C2CCNCC2=C1)NC1=NC=C(C(=N1)C1=CC(=CS1)C(=O)N)C(F)(F)F